[N+](=O)([O-])C1=CN=C(S1)C1=C(C(=CC=C1)C1=CC=CC=C1)C(=O)N (5-nitrothiazol-2-yl)-[1,1'-biphenyl]-2-carboxamide